(1S,3S)-3-((6-(5-((((benzyloxy)carbonyl)amino)methyl)-1-methyl-1H-1,2,3-triazol-4-yl)-2-(difluoro-methyl)pyridin-3-yl)oxy)cyclohexane-1-carboxylic acid C(C1=CC=CC=C1)OC(=O)NCC1=C(N=NN1C)C1=CC=C(C(=N1)C(F)F)O[C@@H]1C[C@H](CCC1)C(=O)O